ClC=1N(C2=C(C(=CC=C2C1SC=1C(=C(C(=O)O)C=CC1)F)Cl)F)C=1C=NN(C1)C 3-((2,6-dichloro-7-fluoro-1-(1-methyl-1H-pyrazol-4-yl)-1H-indol-3-yl)thio)-2-fluorobenzoic acid